NC=1C=2N(C3=CC(=C(C=C3N1)F)C(=O)N(C)[C@H](C)C1=NC=C(C=C1)F)C=NC2 (R)-4-amino-7-fluoro-N-(1-(5-fluoropyridin-2-yl)ethyl)-N-methylimidazo[1,5-a]quinoxaline-8-formamide